C1=NC=C2C1=CC=C2 cyclopenta[c]pyrrole